2-(4-(4-fluorophenyl)-1-isopropyl-1H-imidazol-5-yl)-N-(6-(4-methylpiperazin-1-yl)pyridin-3-yl)thiazole-4-carboxamide FC1=CC=C(C=C1)C=1N=CN(C1C=1SC=C(N1)C(=O)NC=1C=NC(=CC1)N1CCN(CC1)C)C(C)C